C(#N)C1=CC=2N(N=C1)C(=CC2)C2=CC(=C(C=N2)C2=NN=C(S2)N2C[C@H]([C@H](CC2)NC(C)=O)O)NC(C)C N-((3R,4S)-1-(5-(6-(3-cyanopyrrolo[1,2-b]pyridazin-7-yl)-4-(isopropylamino)pyridin-3-yl)-1,3,4-thiadiazol-2-yl)-3-hydroxypiperidin-4-yl)acetamide